C[SiH]=NO Methyl-OximinoSilane